ClC1=C(C=CC=2SC3=C(C(NC21)=O)C=CC=C3)C(=O)O 9-chloro-11-oxo-10,11-dihydrodibenzo[b,f][1,4]thiazepine-8-carboxylic acid